4'-((4-(ethylcarbamoyl)pyridin-2,6-diyl)bis(1H-1,2,3-triazole-4,1-diyl))bis(2-hydroxybenzoic acid) C(C)NC(=O)C1=CC(=NC(=C1)C=1N=NN(C1)C=1C(=C(C(=O)O)C=CC1)O)C=1N=NN(C1)C=1C(=C(C(=O)O)C=CC1)O